(2R)-2-({7-bromo-2-[4-chloro-2-(difluoromethoxy)phenyl][1,2,4]triazolo[1,5-c]quinazolin-5-yl}amino)-N-propylbutanamide BrC1=CC=CC=2C=3N(C(=NC12)N[C@@H](C(=O)NCCC)CC)N=C(N3)C3=C(C=C(C=C3)Cl)OC(F)F